2,2,2-tris(fluorenyl)acetamidine C1(=CC=CC=2C3=CC=CC=C3CC12)C(C(=N)N)(C1=CC=CC=2C3=CC=CC=C3CC12)C1=CC=CC=2C3=CC=CC=C3CC12